CC1=C(C=CC=C1)SC1=NN=CO1 5-(2-methylphenyl)sulfydryl-1,3,4-oxadiazole